bis-dicyclopentadienyl-zirconium dichloride [Cl-].[Cl-].C1(C=CC=C1)[Zr+2]C1C=CC=C1.C1(C=CC=C1)[Zr+2]C1C=CC=C1